(S)-N-(1-cyanocyclopropyl)-2-(((S)-1-(dibenzo[b,d]furan-3-yl)-2,2,2-trifluoroethyl)amino)-4-fluoro-4-methylpentanamide C(#N)C1(CC1)NC([C@H](CC(C)(C)F)N[C@H](C(F)(F)F)C=1C=CC2=C(OC3=C2C=CC=C3)C1)=O